NCC(=O)N1CC(C1)NC(=O)C1=C(C=C(C=C1)NC(=O)C=1N(C(=CN1)C1=C(C(=C(C=C1)OC)F)F)C)CC N-[4-[[1-(2-aminoacetyl)azetidin-3-yl]carbamoyl]-3-ethyl-phenyl]-5-(2,3-difluoro-4-methoxy-phenyl)-1-methyl-imidazole-2-carboxamide